N1(CCCCC1)C(=O)C1=CC=CC=C1 piperidophenone